2-(2-(1-methyl-1H-imidazo[1,2-b]pyrazole-7-carbonyl)-2-azaspiro[3.3]heptan-6-yl)-N-(6-(trifluoromethyl)pyrimidin-4-yl)acetamide CN1C=CN2N=CC(=C21)C(=O)N2CC1(C2)CC(C1)CC(=O)NC1=NC=NC(=C1)C(F)(F)F